NCCN(CCN)CCN tri-(2-aminoethyl)amine